BrC=1C2=C(C=NC1Cl)NC=N2 7-bromo-6-chloro-3H-imidazo[4,5-c]pyridine